bis((4-fluorophenyl)methylene)piperidine FC1=CC=C(C=C1)C=C1C(NCCC1)=CC1=CC=C(C=C1)F